COC1=C(C=CC=C1C(F)(F)F)[C@@H]1[C@H](O[C@]([C@H]1C)(C(F)(F)F)C)C(=O)NC1=CC(=NC=C1)C(=O)N (2S,3R,4S,5R)-4-[[3-[2-methoxy-3-(trifluoromethyl)phenyl]-4,5-dimethyl-5-(trifluoromethyl)tetrahydrofuran-2-carbonyl]amino]pyridine-2-carboxamide